COC([C@H](CC(C)C)N1N=C(C=C(C1=O)C1CC1)Cl)=O (S)-2-(3-chloro-5-cyclopropyl-6-oxopyridazin-1(6H)-yl)-4-methylpentanoic acid methyl ester